[Si](C)(C)(C(C)(C)C)OC[C@H]1N(CC2=CC=CC=C2C1)C(=O)C1=C(C=C(C(=C1)OC)O)[N+](=O)[O-] (S)-(3-(((tert-butyldimethylsilyl)oxy)methyl)-3,4-dihydroisoquinolin-2(1H)-yl)(4-hydroxy-5-methoxy-2-nitrophenyl)methanone